C1(CC1)C1=CC=C(C=C1)C1(CC1)C(=O)O 1-(4-cyclopropylphenyl)cyclopropane-1-carboxylic acid